5-(4-chlorophenyl)-2-(pent-2-yn-1-yl)-1,2,3,4-tetrazole ClC1=CC=C(C=C1)C=1N=NN(N1)CC#CCC